The molecule is a C21-steroid in which a pregnane skeleton carries a beta-hydroxy group at position 3, an alpha-hydroxy group at position 20 and a double bond between positions 4 and 5. It is a C21-steroid, a 3beta-hydroxy steroid and a 20-hydroxy steroid. It derives from a progesterone. C[C@@H]([C@H]1CC[C@@H]2[C@@]1(CC[C@H]3[C@H]2CCC4=C[C@H](CC[C@]34C)O)C)O